CS(=O)(=O)OC=1C=NC(=C(C1)F)C=1C=NN(C1NC(=O)O[C@H](C)C=1C(=NC=CC1)Cl)C (R)-6-(5-(((1-(2-chloropyridin-3-yl) ethoxy) carbonyl) amino)-1-methyl-1H-pyrazol-4-yl)-5-fluoropyridin-3-yl methanesulfonate